O-benzylhydroxyamine C(C1=CC=CC=C1)ON